2-[(6-fluoro-2-methyl-1,2,3,4-tetrahydroisoquinolin-7-yl)amino]-4-[(1-oxo-1,2,3,4-tetrahydroisoquinolin-5-yl)amino]pyrimidine-5-carboxamide FC=1C=C2CCN(CC2=CC1NC1=NC=C(C(=N1)NC1=C2CCNC(C2=CC=C1)=O)C(=O)N)C